5-pentadecylresorcinol C(CCCCCCCCCCCCCC)C=1C=C(C=C(O)C1)O